[Na].C(CCCCCCCCCCCCC)(=O)OC[C@@H](OC(CCCCCCCCCCCCC)=O)COP(=O)(O)OCC(O)CO 1,2-Dimyristoyl-sn-glycero-3-phosphoglycerol, sodium salt